C(#N)C1=NC=CC(=C1)C1=CN=C(O1)C(=O)N1[C@@H]2[C@H](CC1)[C@@H](N(C2)C#N)C (+)-(3aR,4S,6aR)-1-(5-(2-cyanopyridin-4-yl)oxazole-2-carbonyl)-4-methylhexahydropyrrolo[3,4-b]pyrrole-5(1H)-carbonitrile